C(#N)CC1(CC(C1)C#N)N1C=C(C=C1)C=1C=2N(C=C(N1)C=1C=NN(C1)C)N=CN2 (1r,3r)-3-(cyanomethyl)-3-(3-(6-(1-methyl-1H-pyrazol-4-yl)-[1,2,4]triazolo[1,5-a]pyrazin-8-yl)-1H-pyrrol-1-yl)cyclobutane-1-carbonitrile